(2R,4R)-N2-(5-((+)-1-amino-1-(3-cyanophenyl)-3-cyclopropylpropyl)-2-fluorophenyl)-N1-(4-aminophenyl)-4-hydroxypyrrolidine-1,2-dicarboxamide NC(CCC1CC1)(C1=CC(=CC=C1)C#N)C=1C=CC(=C(C1)NC(=O)[C@@H]1N(C[C@@H](C1)O)C(=O)NC1=CC=C(C=C1)N)F